C1(CC1)C1=NC=NC(=C1C1=NC(=CC(=N1)[C@@H](C)O)OCC=1C=NC(=C(C1)F)C=1N(C=C(N1)C(F)(F)F)C1CC1)OC |o1:15| rel-(R)-1-(4'-cyclopropyl-6-((6-(1-cyclopropyl-4-(trifluoromethyl)-1H-imidazol-2-yl)-5-fluoropyridin-3-yl)methoxy)-6'-methoxy-[2,5'-bipyrimidin]-4-yl)ethanol